3-{4,5-Dimethylthiazol-2-yl}-2,5-diphenyltetrazolium bromide [Br-].CC=1N=C(SC1C)N1N([NH2+]C(=N1)C1=CC=CC=C1)C1=CC=CC=C1